COCC(C)N1N=CC(=C1)NC1=NC=CC(=N1)C1=CC=C(C=C1)N1C(NCC1)=O 1-(4-(2-((1-(1-methoxypropan-2-yl)-1H-pyrazol-4-yl)amino)pyrimidin-4-yl)phenyl)imidazolidin-2-one